CC1(CC=NO1)C(=O)Cl 5-methyl-4H-isoxazole-5-carbonyl chloride